(R)-3-chloro-5-fluoro-4-(6-((6-((3,3,3-trifluoro-2-hydroxypropyl)amino)pyrimidin-4-yl)amino)-1H-pyrazolo[4,3-c]pyridin-1-yl)benzonitrile ClC=1C=C(C#N)C=C(C1N1N=CC=2C=NC(=CC21)NC2=NC=NC(=C2)NC[C@H](C(F)(F)F)O)F